3-{4-[(4-methylphenyl)sulfamoyl]phenyl}-1-(pyridin-3-ylmethyl)urea CC1=CC=C(C=C1)NS(=O)(=O)C1=CC=C(C=C1)NC(NCC=1C=NC=CC1)=O